C(C1=CC=CC=C1)OC1=C(C(=NC(=C1C(=O)OCC)Cl)C)OC ethyl 4-(benzyloxy)-2-chloro-5-methoxy-6-methylnicotinate